C(C)C1=CC=C2C(=NC=NN21)N 7-Ethylpyrrolo[2,1-f][1,2,4]triazin-4-amine